FC1=CC=C(C=C1)C=1N2C(SC1)=NC=C2 3-(4-fluorophenyl)imidazo[2,1-b]thiazole